FC=1C=CC(=NC1)C=1C(=C2N(N1)CC(C2)(C)C)C2=C1C(=NC(=C2)C)N(C=C1)S(=O)(=O)C1=CC=C(C)C=C1 4-(2-(5-Fluoropyridin-2-yl)-5,5-dimethyl-5,6-dihydro-4H-pyrrolo[1,2-b]pyrazol-3-yl)-6-methyl-1-tosyl-1H-pyrrolo[2,3-b]pyridine